C(C)(C)(C)C1=CC(=NO1)N 5-(t-butyl)isoxazol-3-amine